2-(1-naphthyl)-4-[[phenylmethylsulfonyl]oxy]-5-amino-3(2H)-furanone C1(=CC=CC2=CC=CC=C12)C1OC(=C(C1=O)OS(=O)(=O)CC1=CC=CC=C1)N